6-[4-(tert-butoxycarbonyl)piperazin-1-yl]-2-(6-methoxy-2,7-dimethylindazol-5-yl)quinazoline-4-carboxylic acid C(C)(C)(C)OC(=O)N1CCN(CC1)C=1C=C2C(=NC(=NC2=CC1)C1=CC2=CN(N=C2C(=C1OC)C)C)C(=O)O